CC1(N(C(CC(C1)=O)(C)C)SC1=CC=C(C=C1)[N+](=O)[O-])C 2,2,6,6-tetramethyl-1-((4-nitrophenyl)thio)-piperidin-4-one